tert-butyl (S)-4-(1-(2,2-difluoroethyl)-7-(methylsulfonyl)-2-oxo-1,2-dihydropyrimido[4,5-d]pyrimidin-3(4H)-yl)-3,4-dihydroquinoline-1(2H)-carboxylate FC(CN1C(N(CC=2C1=NC(=NC2)S(=O)(=O)C)[C@H]2CCN(C1=CC=CC=C21)C(=O)OC(C)(C)C)=O)F